ClC1=C(C=C(C=C1)N1N=C(N=C1C1=CC=CC=C1)C(=O)N)COCC(C(F)(F)F)(F)F 1-[4-chloro-3-(2,2,3,3,3-pentafluoropropoxymethyl)phenyl]-5-phenyl-1,2,4-triazole-3-carboxamide